trans-2,2-bis(diphenylphosphino)-1,1-binaphthyl C1(=CC=CC=C1)P(C1(C(=C2C=CC=CC2=CC1)C1=CC=CC2=CC=CC=C12)P(C1=CC=CC=C1)C1=CC=CC=C1)C1=CC=CC=C1